N1(CCNCC1)CCC#N 3-(piperazine-1-yl)propionitrile